C[C@H]1O[C@@H](CN(C1)C(CI)=O)C 1-((2R,6R)-2,6-dimethylmorpholino)-2-iodoethan-1-one